7-ethyl-1H-indole C(C)C=1C=CC=C2C=CNC12